COC(C1=CC=C(C=C1)C1=NC2=C(N1)C(=C(C=C2)OC)C=O)=O 4-(7-formyl-6-methoxy-1H-benzoimidazol-2-yl)-benzoic acid methyl ester